methyl (S)-2-(2,6-difluoro-4-(((R)-1,1,1-trifluoropropan-2-yl)amino)benzamido)-3-(8-(1,6-dimethyl-2-oxo-4-(trifluoromethyl)-1,2-dihydropyridin-3-yl)chroman-5-yl)propanoate FC1=C(C(=O)N[C@H](C(=O)OC)CC2=C3CCCOC3=C(C=C2)C=2C(N(C(=CC2C(F)(F)F)C)C)=O)C(=CC(=C1)N[C@@H](C(F)(F)F)C)F